dibenzyl (4-(bis(benzyloxy)phosphoryl)-2-(hydroxymethyl)-6-methylphenyl) phosphate P(=O)(OCC1=CC=CC=C1)(OCC1=CC=CC=C1)OC1=C(C=C(C=C1C)P(=O)(OCC1=CC=CC=C1)OCC1=CC=CC=C1)CO